5-chloro-N-[2,4-difluoro-3-[1-(1-[[2-(trimethylsilyl)ethoxy]methyl]imidazol-2-yl)-5H,6H,7H,8H-imidazo[1,5-a]pyridin-6-yl]phenyl]-2-methoxypyridine-3-sulfonamide ClC=1C=C(C(=NC1)OC)S(=O)(=O)NC1=C(C(=C(C=C1)F)C1CCC=2N(C1)C=NC2C=2N(C=CN2)COCC[Si](C)(C)C)F